4-((tert-butoxycarbonyl)amino)-2-ethoxybenzoic acid C(C)(C)(C)OC(=O)NC1=CC(=C(C(=O)O)C=C1)OCC